ClC1=C(C(C(=O)NC2=C(C=C(C=C2)C(C(F)(F)F)(C(F)(F)F)F)C)=CC=C1)C(=O)N[C@@H](CS(=O)(=O)C)C (R)-3-Chloro-N1-{2-methyl-4-[1,2,2,2-tetrafluoro-1-(trifluoromethyl)ethyl]phenyl}-N2-(1-methyl-2-methylsulfonylethyl)phthalamid